C1(CC1)C1=NC=2N(C=C1)N=CC2C(=O)NC=2C=C(C=CC2)C2=C(C=CC=C2)C=C 5-Cyclopropyl-N-(2'-vinyl-[1,1'-biphenyl]-3-yl)pyrazolo[1,5-a]pyrimidine-3-carboxamide